4-[(dimethylamino)methyl]-2,6-bis(1,1-dimethylethyl)phenol CN(C)CC1=CC(=C(C(=C1)C(C)(C)C)O)C(C)(C)C